NC1CN(CC1)C(=O)C=1C=CC(=NC1)NC=1N=CC2=C(N1)N(C(C(=C2C)Br)=O)C2CCCC2 2-[5-(3-amino-pyrrolidine-1-carbonyl)-pyridin-2-ylamino]-6-bromo-8-cyclopentyl-5-methyl-8H-pyrido[2,3-d]Pyrimidin-7-one